CC1=NC(=CC=C1NC(=O)[C@@H]1[C@H](CCCC1)C(=O)O)C1=C(C(=NO1)C)NS(=O)(=O)CCCC1=CC=CC=C1 (1S,2S)-2-((2-methyl-6-(3-methyl-4-((3-phenylpropyl)sulfonamido)isoxazol-5-yl)pyridin-3-yl)carbamoyl)cyclohexane-1-carboxylic acid